(S)-N-((4-(cyclopropanesulphonylamino)pyridin-2-yl)methyl)-6-methyl-5-(2-propylazetidin-1-yl)pyrazine-2-carboxamide C1(CC1)S(=O)(=O)NC1=CC(=NC=C1)CNC(=O)C1=NC(=C(N=C1)N1[C@H](CC1)CCC)C